CC12C(CC(CC1)C2(C)C)C2(CCCCC2)O (1,7,7-Trimethylbicyclo[2.2.1]hept-2-yl)-cyclohexanol